trans-3-[(3S)-2-[4-[(2,8-dimethylimidazo[1,2-b]pyridazin-6-yl)methyl]cyclohexanecarbonyl]isoxazolidin-3-yl]-5-fluoro-benzonitrile CC=1N=C2N(N=C(C=C2C)C[C@@H]2CC[C@H](CC2)C(=O)N2OCC[C@H]2C=2C=C(C#N)C=C(C2)F)C1